O=C1CCC(N1C1=CC=C(C=C1)C)CC#N 2-(5-oxo-1-(p-tolyl)pyrrolidin-2-yl)acetonitrile